2-allyl-epoxyethane ethyl-4-chloro-α-cyanocinnamate C(C)OC(C(=CC1=CC=C(C=C1)Cl)C#N)=O.C(C=C)C1CO1